CC(C=O)CC1=CC=C(C=C1)C(C)(C)C 2-methyl-3-(4'-tertbutylphenyl)propanal